tert-butyl 2-methyl-5-[7-methyl-6-[[4-methyl-6-(methylamino)pyrimidin-2-yl] amino]chroman-8-yl]-2,3,4,7-tetrahydroazepine-1-carboxylate CC1N(CC=C(CC1)C=1C(=C(C=C2CCCOC12)NC1=NC(=CC(=N1)C)NC)C)C(=O)OC(C)(C)C